N1C=CC=2C1=CN=CC2 1H-PYRROLO(2,3-C)PYRIDINE